N-(3-Carbamoyl-1-methyl-1H-pyrazol-4-yl)-2-(methylsulfanyl)pyrrolo[2,1-f][1,2,4]triazin-7-carboxamid C(N)(=O)C1=NN(C=C1NC(=O)C1=CC=C2C=NC(=NN21)SC)C